p-methoxyphenylhydrazine hydrochloride Cl.COC1=CC=C(C=C1)NN